O=C1NC(CCC1N1C(C2=CC=C(C=C2C1)N1CC2(C1)CCC(CC2)OC2CCN(CC2)C(=O)OCC2=CC=CC=C2)=O)=O benzyl 4-((2-(2-(2,6-dioxopiperidin-3-yl)-1-oxoisoindolin-5-yl)-2-azaspiro[3.5]nonan-7-yl)oxy)piperidine-1-carboxylate